ClC1=C(C(=O)N2N=CC=3C(=CC(=CC23)F)C#N)C=C(C=C1)F (2-chloro-5-fluorobenzoyl)-6-fluoro-1H-indazole-4-carbonitrile